pentafluorobutyl-ammonium FC(CCC(F)(F)F)(F)[NH3+]